NC=1CN(C(=C(N1)C1=CC=CC=C1)C=1C=C2C=NNC2=C(C1)Cl)C1CC(N(CC1)C)=O 3-amino-6-(7-chloro-1H-indazol-5-yl)-N-(1-methyl-2-oxopiperidin-4-yl)-5-phenylpyrazine